tert-butyl (2R,5S)-2-((R)-(3-fluorophenyl)(hydroxy)methyl)-5-((1-(methyl-sulfonyl)piperidin-4-yl)methyl)pyrrolidine-1-carboxylate FC=1C=C(C=CC1)[C@H]([C@@H]1N([C@@H](CC1)CC1CCN(CC1)S(=O)(=O)C)C(=O)OC(C)(C)C)O